2-((6-(difluoromethoxy)pyridin-3-yl)methyl)-6-(phenylsulfonyl)phthalazin-1(2H)-one FC(OC1=CC=C(C=N1)CN1C(C2=CC=C(C=C2C=N1)S(=O)(=O)C1=CC=CC=C1)=O)F